C(C)(=O)N1CCC(CC1)CN1C=C(C(C2=CC(=C(C=C12)N1CC2=NC=CC=C2C1)Cl)=O)C(=O)O 1-((1-acetylpiperidin-4-yl)methyl)-6-chloro-7-(5,7-dihydro-6H-pyrrolo[3,4-b]pyridin-6-yl)-4-oxo-1,4-dihydroquinoline-3-carboxylic acid